1-methyl-2-(p-formylstyryl)pyridinium methyl-2-(5-((2,6-dichlorobenzyl)oxy)-2,3-dihydro-1H-inden-1-yl)-2-azaspiro-[3.3]heptane-6-carboxylate COC(=O)C1CC2(CN(C2)C2CCC3=CC(=CC=C23)OCC2=C(C=CC=C2Cl)Cl)C1.C[N+]1=C(C=CC=C1)C=CC1=CC=C(C=C1)C=O